C(C=C)(=O)OCCC=CCCCC=CCC=CCC tetradecan-3,8,11-trien-1-yl acrylate